2-[(1R)-2-[(3R)-3-benzyloxybutoxy]-1-methyl-ethoxy]tetrahydropyran C(C1=CC=CC=C1)O[C@@H](CCOC[C@H](OC1OCCCC1)C)C